2-ethylbutyl ((R)-phenoxy((S)-2,2,2-trifluoro-1-((2S,3S,5R)-5-(5-fluoro-2,4-dioxo-3,4-dihydropyrimidin-1(2H)-yl)-3-hydroxytetrahydrofuran-2-yl)ethoxy)phosphoryl)-L-alaninate O(C1=CC=CC=C1)[P@](=O)(O[C@H](C(F)(F)F)[C@H]1O[C@H](C[C@@H]1O)N1C(NC(C(=C1)F)=O)=O)N[C@@H](C)C(=O)OCC(CC)CC